1,2-cyclohexanedicarboxylic acid, 1-(phenylmethyl) ester C1(C(CCCC1)C(=O)[O-])C(=O)OCC1=CC=CC=C1